ethyl (3S)-1-[(2R)-2-[[4-(o-tolyl)-7-quinolyl]oxy]propanoyl]piperidine-3-carboxylate C1(=C(C=CC=C1)C1=CC=NC2=CC(=CC=C12)O[C@@H](C(=O)N1C[C@H](CCC1)C(=O)OCC)C)C